O-(4-bromo-2-chlorophenyl) O-ethyl S-hydrogen phosphorothioate P(OC1=C(C=C(C=C1)Br)Cl)(OCC)(S)=O